ClC1=CC(=C(COC2=NC=CC=C2C2=CC=C(C=C2)CC(=O)NC2=C(C=C(C(=O)OC)C=C2)NCC2=NN=CN2CCC)C=C1)F methyl 4-(2-(4-(2-((4-chloro-2-fluorobenzyl)oxy)pyridine-3-yl)phenyl)acetamido)-3-(((4-propyl-4H-1,2,4-triazol-3-yl)methyl)amino)benzoate